Ethyl 5-methyl-1-(6-methylpyridin-3-yl)-1H-imidazole-4-carboxylate CC1=C(N=CN1C=1C=NC(=CC1)C)C(=O)OCC